5-[[2-[5-methyl-2-(m-tolyl)-1-piperidyl]-2-oxo-acetyl]amino]pyridine-3-carboxamide CC1CCC(N(C1)C(C(=O)NC=1C=C(C=NC1)C(=O)N)=O)C=1C=C(C=CC1)C